4-(2-(4-fluorophenyl)pyrazolo[1,5-a]pyrimidin-7-yl)-2-methoxybenzoic acid FC1=CC=C(C=C1)C1=NN2C(N=CC=C2C2=CC(=C(C(=O)O)C=C2)OC)=C1